ClC(C(=O)OC12CC3(CC(CC(C1)C3)C2)O)=C 3-hydroxyadamantyl α-chloroacrylate